FC(C)(F)C1=CC(=CS1)N 5-(1,1-difluoroethyl)thiophen-3-amine